C(C)(C)(C)C=1C=CC=2NC3=CC=C(C=C3C2C1)C(C)(C)C (3,6-di-tert-butyl)carbazole